O1CC[C@]12CN(CCC2)C(=O)[O-] (R)-1-oxa-6-azaspiro[3.5]nonane-6-carboxylate